(R)-N-(5-(1-(difluoromethyl)-1H-pyrazol-4-yl)-4-(3-(methylamino)piperidin-1-yl)pyridin-2-yl)-2-(2-fluoro-6-methoxyphenyl)pyrimidin-4-amine hydrochloride Cl.FC(N1N=CC(=C1)C=1C(=CC(=NC1)NC1=NC(=NC=C1)C1=C(C=CC=C1OC)F)N1C[C@@H](CCC1)NC)F